FC=1C=C(C=CC1C1=NN2C(N=C(C=C2C=2C=NC=NC2)C(=O)N2[C@@H](C3=CC=CC=C3CC2)C)=C1)N1C[C@H](CC1)C(=O)N (3S)-1-(3-fluoro-4-{5-[(1R)-1-methyl-1,2,3,4-tetrahydroisoquinoline-2-carbonyl]-7-(pyrimidin-5-yl)pyrazolo[1,5-a]pyrimidin-2-yl}phenyl)pyrrolidine-3-carboxamide